Cl.FC1(C[C@H](NC1)C1=C(C(=CC=C1)OC)C)F (2S)-4,4-Difluoro-2-(3-methoxy-2-methyl-phenyl)pyrrolidine hydrochloride